NC1=NC=CC=C1C1=NC=2C(=NC(=CC2)C=2SC=CN2)N1C=1C=C2CC[C@@H](C2=CC1)NC(C1=C(C=C(C(=C1)C=O)O)F)=O N-[(1S)-5-[2-(2-aminopyridin-3-yl)-5-(1,3-thiazol-2-yl)imidazo[4,5-b]pyridin-3-yl]-2,3-dihydro-1H-inden-1-yl]-2-fluoro-5-formyl-4-hydroxybenzamide